CC(C[C@@H](C(=O)N1CCC(CC1)CC=1NC=C(N1)C)N1C([C@@H](NCC1)CC(C)C)=O)C (S)-1-[(S)-3-Methyl-1-({4-[(4-methyl-1H-imidazol-2-yl)methyl]-1-piperidyl}carbonyl)butyl]-3-isobutyl-2-piperazinone